CC=1NC2=CC=CC=C2C1C=1N=C(SC1)N 4-(2-methyl-1H-indol-3-yl)thiazol-2-amine